C1(=CC=CC=C1)N1C2=CC=CC=C2C=2C=C(C=CC12)C1=CC=C(N)C=C1 4-(9-phenylcarbazol-3-yl)aniline